O=C1NC(CC[C@@H]1N1C(C2=CC=CC(=C2C1=O)O[C@H](C(=O)O)C)=O)=O (2S)-2-({2-[(3S)-2,6-Dioxopiperidin-3-yl]-1,3-dioxo-2,3-dihydro-1H-isoindol-4-yl}oxy)propanoic acid